15-chloro-21,23-difluoro-16-hydroxy-11-methyl-8-oxa-18lambda6-thia-11,19-diazatetracyclo[18.3.1.113,17.02,7]pentacosa-1(24),2,4,6,13,15,17(25),20,22-nonaene-12,18,18-trione ClC=1C=C2C(N(CCOC3=CC=CC=C3C=3C(=CC(=C(NS(C(C1O)=C2)(=O)=O)C3)F)F)C)=O